COC1CC(C1)(C1=NN=CN1C)C=1C=C(C=CC1)N1C(C2=CC(=CC(=C2C1)C(F)(F)F)CNCC(C)(C)C)=O 2-(3-((1r,3r)-3-methoxy-1-(4-methyl-4H-1,2,4-triazol-3-yl)cyclobutyl)phenyl)-6-((neopentylamino)methyl)-4-(trifluoromethyl)isoindolin-1-one